Cl.FC1=C(C=CC(=C1C1=CC2=C(N=C(N=C2)NCCCC2CCNCC2)N(C1=O)C)F)NS(=O)(=O)N1C[C@@H](CC1)F (3R)-N-[2,4-difluoro-3-[8-methyl-7-oxo-2-(3-piperidin-4-ylpropylamino)pyrido[2,3-d]pyrimidin-6-yl]phenyl]-3-fluoropyrrolidine-1-sulfonyl-amine hydrochloride